2-methoxy-3-methylpyrazine COC1=NC=CN=C1C